ClC1=CC=C(C=C1)S(=O)(=O)\N=C(/NC1CN(C1)S(N)(=O)=O)\N1N=C([C@@H](C1)C1=CC=CC=C1)C1=CC=C(C=C1)F (R,E)-N'-((4-chlorophenyl)sulfonyl)-3-(4-fluorophenyl)-4-phenyl-N-(1-sulfamoylazetidin-3-yl)-4,5-dihydro-1H-pyrazole-1-carboximidamide